The molecule is a beta-alanine derivative that is the amide obtained by formal condensation of the carboxy group of beta-alanine with the primary amino group of histamine. It has a role as a crustacean metabolite and an antioxidant. It is a beta-alanine derivative, a monocarboxylic acid amide and a member of imidazoles. It derives from a histamine. C1=C(NC=N1)CCNC(=O)CCN